OCC([C@H]([C@@H]([C@@H](CO)O)O)O)NC(N)=O 3-[(3R,4S,5R)-1,3,4,5,6-pentahydroxy-hexan-2-yl]urea